FC(C1=CC=2C=NC(=CC2N1)NC(=O)C1CCOCC1)(F)F N-(2-(trifluoromethyl)-1H-pyrrolo[3,2-c]pyridin-6-yl)tetrahydro-2H-pyran-4-carboxamide